C(C1=CC=CC=C1)OC(=O)N1[C@@H]([C@H]2C([C@H]2C1)(C)C)C(=O)O (1R,2S,5S)-3-((benzyloxy)carbonyl)-6,6-dimethyl-3-azabicyclo[3.1.0]hexane-2-carboxylic acid